(4-isopropylpyrimidin-5-yl)-4-(4-(1-methyl-4-(trifluoromethyl)-1H-imidazol-2-yl)benzyl)oxazolo[5,4-c]pyridine C(C)(C)C1=NC=NC=C1C=1OC=2C(=NC=CC2N1)CC1=CC=C(C=C1)C=1N(C=C(N1)C(F)(F)F)C